2-amino-5-cyclopropyl-6-(2-(2,6-dioxopiperidin-3-yl)-1-oxoisoindolin-5-yl)nicotinonitrile NC1=C(C#N)C=C(C(=N1)C=1C=C2CN(C(C2=CC1)=O)C1C(NC(CC1)=O)=O)C1CC1